(4-((1-(3-amino-5-(furan-3-yl)phenyl)ethyl)amino)-2-methyl-6-(methylamino)quinazolin-7-yl)(morpholino)methanone diphenylmethyl-(S)-2-bromo-3-hydroxypropionate C1(=CC=CC=C1)C(C1=CC=CC=C1)OC([C@H](CO)Br)=O.NC=1C=C(C=C(C1)C1=COC=C1)C(C)NC1=NC(=NC2=CC(=C(C=C12)NC)C(=O)N1CCOCC1)C